FC(C1(CC1)C1=CC=C(C#N)C=C1)(F)F 4-(1-(trifluoromethyl)cyclopropyl)benzonitrile